ClC1=C(CNC2=C3C(N(C(=NC3=CC=C2)C)C2C(NC(CC2)=O)=O)=O)C=C(C=C1)Cl 3-(5-((2,5-dichlorobenzyl)amino)-2-methyl-4-oxoquinazolin-3(4H)-yl)piperidine-2,6-dione